3-(5-(5-(2-methoxy-phenyl)-1,2,4-oxadiazol-3-yl)-1H-benzo[d][1,2,3]triazol-1-yl)-2,2-dimethyl-propan-1-ol COC1=C(C=CC=C1)C1=NC(=NO1)C1=CC2=C(N(N=N2)CC(CO)(C)C)C=C1